C(C1=CC=CC=C1)SC1=C2CCCC(C2=CC=C1)=O 5-(benzylthio)-3,4-dihydronaphthalen-1(2H)-one